2-chloro-5-(4-chloro-2-methyl-2H-indazol-5-yl)-7-((2-(trimethylsilyl)ethoxy)methyl)-7H-pyrrolo[2,3-d]pyrimidin-4-amine ClC=1N=C(C2=C(N1)N(C=C2C2=C(C1=CN(N=C1C=C2)C)Cl)COCC[Si](C)(C)C)N